ClC=1C=C(OC2(CCCCC2)C2=C(N=NC(=C2)N2CCN(CC2)C[C@H]2O[C@H](CC2)N2C(NC(CC2)=O)=O)C(=O)N)C=CC1C#N (1r,4S)-4-((3-chloro-4-cyanophenoxy)cyclohexyl)-6-(4-(((2S,5R)-5-(2,4-dioxotetrahydropyrimidin-1(2H)-yl)tetrahydrofuran-2-yl)methyl)piperazin-1-yl)pyridazine-3-carboxamide